6-(azetidin-1-yl)-2'-chloro-5'-methoxy-[3,4'-bipyridine]-4-carboxylic Acid N1(CCC1)C1=CC(=C(C=N1)C1=CC(=NC=C1OC)Cl)C(=O)O